CN1CCN2C(C3=C1C(=CC=C3)NC(OC(C)(C)C)=O)=NN=C2 tert-butyl (7-methyl-6,7-dihydro-5H-benzo[f][1,2,4]triazolo[4,3-d][1,4]diazepin-8-yl)carbamate